C(C1=CC=CC=C1)O[C@@H](C)[C@H](CC)N1N=CNC1=O 1-((2S,3S)-2-(benzyloxy)-pentan-3-yl)-1H-1,2,4-triazol-5(4H)-one